C1(=CC=CC=C1)C(CNC(NCCCNCCCCCNCCCNC(=S)NCC(C1=CC=CC=C1)C1=CC=CC=C1)=S)C1=CC=CC=C1 1,13-bis(((2,2-diphenyl)-1-ethyl)thioureido)-4,10-diazatridecane